C[C@@H]1NC[C@@H]1NC(OC(C)(C)C)=O tert-butyl ((2S,3S)-2-methylazetidin-3-yl)carbamate